C(C)OC(=O)C=1C(=NC(=NC1)NCCC)N[C@@H]1CN(CC1)C(=O)OC(C)(C)C (S)-4-((1-(tert-Butoxycarbonyl)pyrrolidin-3-yl)amino)-2-(propylamino)pyrimidine-5-carboxylic acid ethyl ester